C(C1=CC=CC=C1)N(C1CCC(CC1)N[C@@H](C(F)(F)F)C)CC1=CC=CC=C1 (1R,4r)-N1,N1-dibenzyl-N4-((R)-1,1,1-trifluoropropan-2-yl)cyclohexane-1,4-diamine